N~2~-(4-fluorobenzyl)-N~2~-(methylsulfonyl)-N~1~-phenyl-glycinamide FC1=CC=C(CN(CC(=O)NC2=CC=CC=C2)S(=O)(=O)C)C=C1